FC=1C=CC(=C(C1)OB(O)O)O (5-fluoro-2-hydroxy-phenyl)boric acid